(2S)-2-amino-6-methylaminohexanoic acid N[C@H](C(=O)O)CCCCNC